C(C)N1N=C(C(=C1)C1=C(C=CC=C1)[C@H]1C2=C(CN(C1)C(\C=C\[C@@H]1NCCC1)=O)SC(=C2)C#N)C(F)(F)F (S)-4-(2-(1-Ethyl-3-(trifluoromethyl)-1H-pyrazol-4-yl)phenyl)-6-((E)-3-((R)-pyrrolidin-2-yl)acryloyl)-4,5,6,7-tetrahydrothieno[2,3-c]pyridine-2-carbonitrile